O1C=C(C=C1)N1N=C2N(C1=O)[C@@H](CC2)C2=CC=CC=C2 (5S)-2-(furan-3-yl)-5-phenyl-2,5,6,7-tetrahydro-3H-pyrrolo[2,1-c][1,2,4]triazol-3-one